(1-(methylsulfonyl)piperidin-4-yl)methanamine hydrochloride Cl.CS(=O)(=O)N1CCC(CC1)CN